N-cyclohexyl-2-benzothiazole-sulfenamide C1(CCCCC1)NSC=1SC2=C(N1)C=CC=C2